5-METHOXY-N,N-DIMETHYLTRYPTAMIN COC1=CC=C2NC=C(CCN(C)C)C2=C1